tert-butyl ((1s,3s)-3-((5-(1,3,4-oxadiazol-2-yl)-1-((2-(trimethylsilyl)ethoxy)methyl)-1H-pyrrolo[2,3-b]pyridin-4-yl)amino)cyclobutyl)carbamate O1C(=NN=C1)C=1C(=C2C(=NC1)N(C=C2)COCC[Si](C)(C)C)NC2CC(C2)NC(OC(C)(C)C)=O